1,3-dihydroxy-7-bromo-9H-xanthen-9-one OC1=CC(=CC=2OC3=CC=C(C=C3C(C12)=O)Br)O